C1([C@H](O)[C@@H](O)[C@@H](O)[C@H](O1)CO)O[C@H]([C@@H]([C@H](C=O)O)O)[C@H](O)CO D-galactopyranosyl-(1→4)-D-galactose